1,2,4-oxathiaphospholane-2,2-dioxide O1S(CPC1)(=O)=O